COC1=C(C(=NC=N1)CC(=O)OCC)[N+](=O)[O-] ethyl (6-methoxy-5-nitropyrimidin-4-yl)acetate